(2S,5R)-4-(1-(3-(hydroxymethyl)quinoxalin-6-yl)ethyl)-2,5-dimethylpiperazine OCC=1C=NC2=CC=C(C=C2N1)C(C)N1C[C@@H](NC[C@H]1C)C